8-hydroxyl-1,5,8-trimethyl-6,7,8,9-tetrahydrobenzo[e][1]benzofuran OC1(CCC=2C(=CC3=C(C(=CO3)C)C2C1)C)C